Gold-nickel [Ni].[Au]